NC=1N=CC(=C2C1N(N=C2)C)NC(C(N2[C@H](CN([C@@H](C2)C)C(C)=O)C2=CC=CC=C2)=O)=O N-(7-Amino-1-methyl-pyrazolo[3,4-c]pyridin-4-yl)-2-oxo-2-[(2S,5R)-4-acetyl-5-methyl-2-phenyl-piperazin-1-yl]acetamide